OCCCCCC=CC(C=CCC=CCC=CCCCC(=O)N)C 20-hydroxy-13-methylicosa-5,8,11,14-tetraenamide